C(C)N(CC=1C(=CC=CC1)CN(CC)CC)CC tetraethylxylylenediamine